NC1CCC(CC1)NC1=NC2=C(C=C(C=C2C=N1)C1=CC(=C(C(=C1)F)NS(=O)(=O)C1=C(C=CC=C1)Cl)F)CC N-(4-(2-(((1r,4r)-4-aminocyclohexyl)amino)-8-ethylquinazolin-6-yl)-2,6-difluorophenyl)-2-chloro-benzenesulfonamide